CN1[C@H]2[C@H](OCC1)CN(C2)C(=O)OCC2=CC=CC=C2 trans-Benzyl 4-methylhexahydropyrrolo[3,4-b][1,4]oxazine-6(2H)-carboxylate